[Br-].[Br-].C(CCCCCCC\C=C/CCCCCCCC)(=O)NCCCCN(CC=CCCN(CCCNC(CCCCCCC\C=C\CCCCCCCC)=O)C)C (E)-oleic acid [3-({4-[(3-oleamidopropyl)-dimethyl-amino]but-2-enyl}-dimethyl-amino)-propyl]-amide dibromide